1-(6-methoxy-7-nitro-3,4-dihydroquinolin-1(2H)-yl)ethan-1-one COC=1C=C2CCCN(C2=CC1[N+](=O)[O-])C(C)=O